(S)-4-(cyclopropyl(4-(5,6,7,8-tetrahydro-1,8-naphthyridin-2-yl)butyl)amino)-2-(3,3-difluoropyrrolidine-1-carboxamido)butanoic acid C1(CC1)N(CC[C@@H](C(=O)O)NC(=O)N1CC(CC1)(F)F)CCCCC1=NC=2NCCCC2C=C1